3-((1S,5S)-6,6-dimethylbicyclo[3.1.1]hept-2-yl)-2-methylpropionaldehyde CC1([C@H]2CCC([C@@H]1C2)CC(C=O)C)C